tert-butyl 2-(3-chloro-2-(4,4-difluoropiperidin-1-yl) benzyl)-2,8-diazaspiro[4.5]decane-8-carboxylate ClC=1C(=C(CN2CC3(CC2)CCN(CC3)C(=O)OC(C)(C)C)C=CC1)N1CCC(CC1)(F)F